1-(4-(8-chloro-6-fluoro-4,7-bis(3-hydroxynaphthalen-1-yl)-1H-imidazo[4,5-c]quinolin-1-yl)piperidin-1-yl)prop-2-en-1-one ClC1=CC=2C3=C(C(=NC2C(=C1C1=CC(=CC2=CC=CC=C12)O)F)C1=CC(=CC2=CC=CC=C12)O)N=CN3C3CCN(CC3)C(C=C)=O